N-(2,2-difluoroethyl)-2-[(3-iodo-1H-indazole-6-yl)sulfanyl]benzamide FC(CNC(C1=C(C=CC=C1)SC1=CC=C2C(=NNC2=C1)I)=O)F